tert-butyl (Z)-(3-fluoro-2-(((2-((2-(methylamino)-2-oxo-ethyl)amino)benzo[d]oxazol-6-yl)oxy)methyl)allyl)carbamate F\C=C(\CNC(OC(C)(C)C)=O)/COC1=CC2=C(N=C(O2)NCC(=O)NC)C=C1